1-(3,3-diethoxypropoxy)-2-nitrobenzene C(C)OC(CCOC1=C(C=CC=C1)[N+](=O)[O-])OCC